CC1(CCC=2C(=NNC2C1)C1=NC=2C(=NC=C(C2)N(C(=O)C2(CC(C2)(F)F)C)C)N1)C N-(2-(6,6-Dimethyl-4,5,6,7-tetrahydro-1H-indazol-3-yl)-3H-imidazo[4,5-b]pyridin-6-yl)-3,3-difluoro-N,1-dimethylcyclobutane-1-carboxamide